O=C1NC(CCC1N1C(C2=CC=CC(=C2C1)C=1C=NNC1)=O)=O 4-(2-(2,6-dioxopiperidin-3-yl)-1-oxoisoindolin-4-yl)-1H-pyrazol